CC(C(=O)O)(CC12CCN(CC1)CC2)OC methyl-2-methoxy-3-(quinuclidin-4-yl)propanoic acid